pyrrole Iron [Fe].N1C=CC=C1